C(C=C)OC1=C(C=C(C(=C1)C(F)(F)F)Cl)[C@H](N[S@@](=O)C(C)(C)C)C1CCNCC1 (S)-N-((R)-(2-(allyloxy)-5-chloro-4-(trifluoromethyl)phenyl)(piperidin-4-yl)methyl)-2-methylpropane-2-sulfinamide